N1CCC(CC1)C1=CNC2=NC=C(C=C21)N2CCS(CC2)(=O)=O 4-(3-(piperidin-4-yl)-1H-pyrrolo[2,3-b]pyridin-5-yl)thiomorpholine 1,1-dioxide